C(CC=C)N1C(=NC=C1)C(=O)O (but-3-en-1-yl)-1H-imidazole-2-carboxylic acid